C(#N)C1=CC2=C(N(C(N=C2N2C[C@H](N(C[C@@H]2C)C(=O)OC(C)(C)C)C)=O)C=2C(=NC=CC2C)C(C)C)N=C1C1=C(C(=CC=C1)C)OC tert-butyl (2R,5S)-4-(6-cyano-1-(2-isopropyl-4-methylpyridin-3-yl)-7-(2-methoxy-3-methylphenyl)-2-oxo-1,2-dihydropyrido[2,3-d]pyrimidin-4-yl)-2,5-dimethylpiperazine-1-carboxylate